1-N'-(4-fluorophenyl)-1-N-[4-[6-(3-hydroxyazetidin-3-yl)-7-methoxyquinolin-4-yl]oxyphenyl]cyclopropane-1,1-dicarboxamide FC1=CC=C(C=C1)NC(=O)C1(CC1)C(=O)NC1=CC=C(C=C1)OC1=CC=NC2=CC(=C(C=C12)C1(CNC1)O)OC